C(C)OC(=O)C1=CC(=NO1)C=1C(=NC(=CC1)C)C.FC1=C(C(=CC=2SC(=CC21)C(C=C)=O)OC)O 1-(4-fluoro-5-hydroxy-6-methoxybenzo[b]thiophen-2-yl)prop-2-en-1-one ethyl-3-(2,6-dimethylpyridin-3-yl)isoxazole-5-carboxylate